ClCC1=NC(=NO1)C1=CC=C(C=C1)OC(F)(F)F 5-(chloromethyl)-3-(4-(trifluoromethoxy)phenyl)-1,2,4-oxadiazole